5-bromo-3-methyl-2,3-dihydro-1H-inden-1-amine BrC=1C=C2C(CC(C2=CC1)N)C